FC(C=1N=CC(=NC1)N1CCC2(CN(C2)C(=O)OC(C)(C)C)CC1)(F)F tert-butyl 7-(5-(trifluoromethyl)pyrazin-2-yl)-2,7-diazaspiro[3.5]nonane-2-carboxylate